C(C)C=1C=C(C=C(C1)CC)C#C[Si](C)(C)C ((3,5-diethylphenyl)ethynyl)trimethylsilane